(trans)-tert-Butyl 3-(4-(benzylthio)-1H-pyrazol-1-yl)cyclobutanecarboxylate C(C1=CC=CC=C1)SC=1C=NN(C1)[C@@H]1C[C@H](C1)C(=O)OC(C)(C)C